(E)-N-(4-ethoxy-2-(3-(4-(3-hydroxypropyl)phenyl)acryloyl)-5-methoxyphenethyl)acetamide C(C)OC1=CC(=C(CCNC(C)=O)C=C1OC)C(\C=C\C1=CC=C(C=C1)CCCO)=O